C(C)OC(=O)C1=NOC(=C1)C1=C(C(=C(C(=C1)F)F)OC)F 5-(2,4,5-trifluoro-3-methoxyphenyl)isoxazole-3-carboxylic acid ethyl ester